ClC1=CC=C(C=C1)N1N=C(C=C1)OC\C=C(/C(/C(=O)NC)=N\OC)\C (2E,3Z)-5-{[1-(4-chlorophenyl)-1H-pyrazol-3-yl]oxy}-2-(methoxyimino)-N,3-dimethylpenta-3-enamide